[N+](=O)(OCC1CN(C1)CC1CN(C1)S(=O)(=O)C1=CC(=C(C=C1)OCC)C=1NC(C2=C(N1)C(=NN2C)CCC)=O)[O-] (1-((1-((4-ethoxy-3-(1-methyl-7-oxo-3-propyl-6,7-dihydro-1H-pyrazolo[4,3-d]pyrimidin-5-yl)phenyl)sulfonyl)azetidin-3-yl)methyl)azetidin-3-yl)methyl nitrate